N(Cl)Cl.P(O)(O)OP(O)O diphosphorous acid dichloramine salt